5-chloro-N4-(2-(methylsulfonyl)phenyl)-N2-(4-(pyrrolidin-3-yl)pyridin-2-yl)pyridine-2,4-diamine ClC=1C(=CC(=NC1)NC1=NC=CC(=C1)C1CNCC1)NC1=C(C=CC=C1)S(=O)(=O)C